[C@@H]1([C@H](O)[C@@H](O)CO1)[C@@]1(C[C@H](O)[C@@H](CO)O1)N1C(=O)NC(=O)C(C)=C1 α-L-threofuranosyl-thymidine